2,2,2-trifluoroethylamine HCl Cl.FC(CN)(F)F